Ethyl 4-((4-((tert-butoxycarbonyl) amino) cycloheptyl) amino)-7-methoxy-1,8-naphthyridine-3-carboxylate C(C)(C)(C)OC(=O)NC1CCC(CCC1)NC1=C(C=NC2=NC(=CC=C12)OC)C(=O)OCC